C1(=CC=C(C=C1)OCC(=O)O)C1=CC=CC=C1 2-(1,1'-biphenyl-4-yl)oxyacetic acid